N-(6-amino-5-ethyl-3-pyridyl)-2-[(2R,5S)-5-methyl-2-[3-[(1-methyl-2-piperidyl)methyl]phenyl]-1-piperidyl]-2-oxo-acetamide NC1=C(C=C(C=N1)NC(C(=O)N1[C@H](CC[C@@H](C1)C)C1=CC(=CC=C1)CC1N(CCCC1)C)=O)CC